1,1-bis(4-hydroxyphenyl)n-pentane methyl-6-((1-(tert-butoxycarbonyl)piperidin-4-yl)amino)-2-(trifluoromethyl)pyrimidine-4-carboxylate COC(=O)C1=NC(=NC(=C1)NC1CCN(CC1)C(=O)OC(C)(C)C)C(F)(F)F.OC1=CC=C(C=C1)C(CCCC)C1=CC=C(C=C1)O